FC1=C2C=C(NC2=CC(=C1)F)C(=O)N1[C@@H]([C@H]2C([C@H]2C1)(C)C)C(=O)N[C@H](C(=O)OC)C[C@H]1C(NCC1)=O (S)-methyl 2-((1R,2S,5S)-3-(4,6-difluoro-1H-indole-2-carbonyl)-6,6-dimethyl-3-azabicyclo[3.1.0]hexane-2-carboxamido)-3-((S)-2-oxopyrrolidin-3-yl)propanoate